(Z)-4-((2s,5s)-5-(4-chlorobenzyl)-2-methylmorpholino)-N-cyanopiperidine ClC1=CC=C(C[C@@H]2N(C[C@@H](OC2)C)C2CCN(CC2)C#N)C=C1